FC1=C2C=CC=NC2=C(C=C1)NS(=O)(=O)C=1OC=CC1 N-(5-fluoro-quinolin-8-yl)furan-2-sulfonamide